N,1-dimethyl-4-[4-(5-methyl-1,3-benzoxazol-2-yl)piperidin-1-yl]-2-oxo-1,2-dihydroquinoline-3-carboxamide CNC(=O)C=1C(N(C2=CC=CC=C2C1N1CCC(CC1)C=1OC2=C(N1)C=C(C=C2)C)C)=O